CC1N(CCC2=CC=CC=C12)C(CCC(=O)NCC1=CC(=CC=C1)C(F)(F)F)=O 4-(1-Methyl-3,4-dihydro-1H-isoquinolin-2-yl)-4-oxo-N-[[3-(trifluoromethyl)phenyl]methyl]butyric acid amide